C(C([2H])([2H])[2H])(NC(=O)N1CC2(CC2)[C@@H]([C@@H]1CC=1C(=C(C=CC1)C1=CC=CC=C1)OC([2H])([2H])[2H])NS(=O)(=O)CF)([2H])[2H] (6S,7S)-N-(ethyl-d5)-7-((fluoromethyl)sulfonamido)-6-((2-(methoxy-d3)-[1,1'-biphenyl]-3-yl)methyl)-5-azaspiro[2.4]heptane-5-carboxamide